OC(=O)C(F)(F)F.C(#N)C1=CC(=NC=C1)N1CCC(CC1)C(=O)O 1-(4-cyanopyridin-2-yl)piperidine-4-carboxylic acid TFA salt